C(C)(C)(C)OC(=O)N1[C@@H](CN(CC1)C1=C(C=NC2=C(C(=C(C=C12)Cl)Br)F)C#N)C (R)-4-(7-bromo-6-chloro-3-cyano-8-fluoroquinolin-4-yl)-2-methylpiperazine-1-carboxylic acid tert-butyl ester